5-(((2-chloro-3-fluorophenyl)(3-fluorooxetan-3-yl)methyl)amino)-N-((R,E)-4-(methylsulfonyl)but-3-en-2-yl)pyrazine-2-carboxamide ClC1=C(C=CC=C1F)C(C1(COC1)F)NC=1N=CC(=NC1)C(=O)N[C@H](C)\C=C\S(=O)(=O)C